COC1=C(C=CC=C1)CC1(CCC1)C#N 1-[(2-methoxyphenyl)methyl]cyclobutane-1-carbonitrile